CC1=CC(=CC(=C1O)OC)OC 6-methyl-2,4-dimethoxyphenol